ClC=1C=C2C(=C(C=NC2=CC1)C=1CCOCC1)NC1=C(C(=O)O)C=C(C=C1)OC 2-[[6-chloro-3-(3,6-dihydro-2H-pyran-4-yl)-4-quinolinyl]amino]-5-methoxy-benzoic acid